CC(CC)OCCCCCN1C=[N+](C=C1)CCCCCOC(CC)C 1,3-bis[5-(1-methylpropoxy)pentyl]imidazolium